C(#N)C1=CC=C2C=3C(C4=C(C(C3NC2=C1)(C)C)C=C(C(=C4)CC)N4CCN(CC4)C(CCCCCNC(OC(C)(C)C)=O)=O)=O tert-butyl N-[6-(4-{3-cyano-9-ethyl-6,6-dimethyl-11-oxo-5H,6H,11H-benzo[b]carbazol-8-yl}piperazin-1-yl)-6-oxohexyl]carbamate